3-hydroxyhexaneid OC(C[CH2-])CCC